1-methyl-3-(1-methyl-2-oxo-5-(trifluoromethyl)-1,2-dihydropyridin-3-yl)-1-(2-(pyrazolo[5,1-b]thiazole-7-carbonyl)-2-azaspiro[3.3]heptan-6-yl)urea CN(C(=O)NC=1C(N(C=C(C1)C(F)(F)F)C)=O)C1CC2(CN(C2)C(=O)C=2C=NN3C2SC=C3)C1